(4-(3,4-difluoro-2-(trifluoromethyl)phenyl)piperidin-1-yl)(1,4,5,6-tetrahydropyrrolo(3,4-c)pyrazol-3-yl)methanone FC=1C(=C(C=CC1F)C1CCN(CC1)C(=O)C=1C2=C(NN1)CNC2)C(F)(F)F